2-(1-(4-(5-(2,3-Dihydro-1H-inden-4-yl)-6-methoxy-1H-pyrazolo[4,3-b]pyridin-3-yl)phenyl)-3-azabicyclo[3.1.0]hexan-3-yl)ethan-1-ol C1CCC2=C(C=CC=C12)C1=C(C=C2C(=N1)C(=NN2)C2=CC=C(C=C2)C21CN(CC1C2)CCO)OC